4-cyclohexene-1,2-dicarboxylic acid 1,2-diethyl ester C(C)OC(=O)C1C(CC=CC1)C(=O)OCC